CC1=NC(=CC=C1O[C@@H]1C[C@H](CC1)CC(=O)O)C=1N=NN(C1CNC(=O)OCC1(CC1)C)C |r| (±)-trans-2-[3-[(2-methyl-6-{1-methyl-5-[({[(1-methylcyclopropyl)methoxy]carbonyl}amino)methyl]-1H-1,2,3-triazol-4-yl}pyridin-3-yl)oxy]cyclopentyl]acetic acid